5-((R)-(2-(2,5-difluorophenyl)pyrrolidin-1-yl)pyrazolo[1,5-a]pyrimidin-3-yl)-3-hydroxypyrrolidine-1-carboxamide FC1=C(C=C(C=C1)F)[C@@H]1N(CCC1)C1=NN2C(N=CC=C2)=C1C1CC(CN1C(=O)N)O